ClC1=CC=C(C(=N1)C(=O)NS(=O)(=O)C)N[C@H](C)C=1C=C(C=C2C(N(C(=NC12)N1C[C@@H]2C([C@@H]2C1)N1C(C=CC=C1)=O)C)=O)C 6-chloro-3-(((R)-1-(3,6-dimethyl-4-oxo-2-((1R,5S,6S)-6-(2-oxopyridin-1(2H)-yl)-3-azabicyclo[3.1.0]hexan-3-yl)-3,4-dihydroquinazolin-8-yl)ethyl)amino)-N-(methylsulfonyl)picolinamide